O1N=C(N=C1)C=1C(=NC=CC1)NCC1=C(C=C(C=C1)F)O 2-(((3-(1,2,4-oxadiazol-3-yl)pyridin-2-yl)amino)methyl)-5-fluorophenol